C(#N)C=1C(=NC(=C(C1OCC)C#N)N1CCN(CCC1)CCO)SC(C(=O)N)C 2-((3,5-dicyano-4-ethoxy-6-(4-(2-hydroxyethyl)-1,4-diazepan-1-yl)pyridin-2-yl)thio)propionamide